ClC=1C=C(C(=O)[O-])C=CC1 3-chlorobenzoate